3-[(E)-dimethylaminomethyleneamino]-2-methyl-4-methylsulfonyl-benzoic acid CN(C)\C=N\C=1C(=C(C(=O)O)C=CC1S(=O)(=O)C)C